di(isocyanatomethyl)tricyclo[5.2.1.02,6]Decane N(=C=O)CC12C3(CCC(C2CCC1)C3)CN=C=O